6-bromo-N-(3-chloro-2-fluoro-phenyl)-7-methoxy-pyrido[3,2-d]pyrimidin-4-amine BrC=1C(=CC=2N=CN=C(C2N1)NC1=C(C(=CC=C1)Cl)F)OC